((7R)-7-amino-2-azabicyclo[2.2.1]hept-2-yl)(2-(6-cyclopropyl-1-(cyclopropylmethyl)-1H-indol-2-yl)-4-methoxy-3-methylpyrazolo[1,5-a]pyridin-6-yl)methanone N[C@H]1C2N(CC1CC2)C(=O)C=2C=C(C=1N(C2)N=C(C1C)C=1N(C2=CC(=CC=C2C1)C1CC1)CC1CC1)OC